(3R,4S,5R)-5-(2,4-Dichlorobenzyloxymethyl)-4-(2,4-dichloro-benzyloxy)-2-methoxy-tetrahydrofuran-3-ol ClC1=C(COC[C@@H]2[C@H]([C@H](C(O2)OC)O)OCC2=C(C=C(C=C2)Cl)Cl)C=CC(=C1)Cl